Methyl-3-(2-(4-(3-benzylcarbamoyl-adamantan-1-yl)phenoxy)acetamido)benzoate COC(C1=CC(=CC=C1)NC(COC1=CC=C(C=C1)C12CC3(CC(CC(C1)C3)C2)C(NCC2=CC=CC=C2)=O)=O)=O